3-(5-bromo-1-ethyl-2-(2-(methoxymethyl) pyridin-3-yl)-1H-indol-3-yl)-2,2-dimethylpropyl acetate C(C)(=O)OCC(CC1=C(N(C2=CC=C(C=C12)Br)CC)C=1C(=NC=CC1)COC)(C)C